1-(2,2-difluorobenzo[d][1,3]dioxol-5-yl)-N-(1-(2,3-dihydroxypropyl)-6-fluoro-2-(1-hydroxy-2-methylpropan-2-yl)-1H-indol-5-yl)cyclopropanecarboxamide FC1(OC2=C(O1)C=CC(=C2)C2(CC2)C(=O)NC=2C=C1C=C(N(C1=CC2F)CC(CO)O)C(CO)(C)C)F